C1NCCC2C1=NC1=CC=CC=C21 Tetrahydro-1H-pyrido[3,4-b]indole